6,13-diphenyl-pentacene C1(=CC=CC=C1)C1=C2C=C3C=CC=CC3=CC2=C(C2=CC3=CC=CC=C3C=C12)C1=CC=CC=C1